5-[5-methyl-1-(tricyclo[3.3.1.13,7]dec-1-ylmethyl)-1H-pyrazol-4-yl]-6-[(cyano)-pyridin-2-yl]-1,2,3,4-tetrahydroisoquinoline-8-carboxamide CC1=C(C=NN1CC12CC3CC(CC(C1)C3)C2)C2=C3CCNCC3=C(C=C2C2=NC=CC=C2C#N)C(=O)N